C1=NNC=2C1=C1C=3CCCCC3C(=NC1=CC2)C2=CC=C(C(=O)NCC=1NC=C(N1)C(F)(F)F)C=C2 4-(8,9,10,11-Tetrahydro-3H-pyrazolo[4,3-a]phenanthridin-7-yl)-N-((4-(trifluoromethyl)-1H-imidazol-2-yl)methyl)benzamide